C(C)(C)C1=C(C=CC=C1)C1C(N(CCN1)C1=CC=CC=C1)=O 3-(2-isopropylphenyl)-1-phenylpiperazin-2-one